N-[3-(1H-benzo[d]imidazol-2-yl)phenyl]-6-phenyl-pyridin-3-amine N1C(=NC2=C1C=CC=C2)C=2C=C(C=CC2)NC=2C=NC(=CC2)C2=CC=CC=C2